P(=O)([O-])([O-])[O-].[O-]P([O-])(=O)OP(=O)([O-])[O-].[V+5].[Fe+2].[Na+] sodium iron vanadium pyrophosphate phosphate